ONC(C1=CC=C(C=C1)NC1=NC=CC(=N1)C1=CN=C2N1C=CC=C2)=O N-hydroxy-4-[(4-imidazo[1,2-a]pyridin-3-ylpyrimidin-2-yl)amino]benzamide